(1-benzylpiperidin-3-yl)-3-iodopyrazolo[1,5-a]pyrimidine C(C1=CC=CC=C1)N1CC(CCC1)C1=NN2C(N=CC=C2)=C1I